C(CNC(CCCCCCCCCCCCCCCCC)=O)NC(CCCCCCCCCCCCCCCCC)=O N,N'-EthyleneBis(Stearamide)